methyl (RS)-4-(6-chlorobenzoxazolyloxy)-phenoxypropionate ClC1=CC2=C(N=C(O2)OC2=CC=C(O[C@@H](C(=O)OC)C)C=C2)C=C1 |r|